N-[(2,4-dimethoxyphenyl)methyl]-6-[2-methoxy-5-(4,4,5,5-tetramethyl-1,3,2-dioxaborolan-2-yl)-4-(trifluoromethyl)phenyl]-4-methylphthalazin-1-amine COC1=C(C=CC(=C1)OC)CNC1=NN=C(C2=CC(=CC=C12)C1=C(C=C(C(=C1)B1OC(C(O1)(C)C)(C)C)C(F)(F)F)OC)C